racemic-3-amino-1-(tert-butoxycarbonyl)pyrrolidine-3-carboxylic acid N[C@]1(CN(CC1)C(=O)OC(C)(C)C)C(=O)O |r|